4-methyl-5-((3-methyl-1-(tetrahydro-2H-pyran-4-yl)-1H-pyrazolo[3,4-d]pyrimidin-6-yl)amino)picolinonitrile CC1=CC(=NC=C1NC1=NC=C2C(=N1)N(N=C2C)C2CCOCC2)C#N